BrCC=1N=NN(C1)CC(=O)NC1=CC=C(CCNC(OC(C)(C)C)=O)C=C1 tert-butyl (4-(2-(4-(bromomethyl)-1H-1,2,3-triazol-1-yl)acetamido)phenethyl)carbamate